(S)-methanesulfonic acid 1-(3-trifluoromethyl-phenoxymethyl)-propyl ester FC(C=1C=C(OC[C@H](CC)OS(=O)(=O)C)C=CC1)(F)F